C1(=CC=CC=C1)C1=C(C(=C(C=C1)C=1[Se]C2=C(C1C1=C(C(=CC=3C4=CC=CC=C4CC13)C)C)C(=CC=C2)C2=C(C(=CC=1C3=CC=CC=C3CC21)C)C)C2=NN=NC=C2)C2=CC=CC=C2 Diphenyltriazinyl-[bis(dimethylfluorenyl)benzoselenophenyl]benzene